3-(6-methyl-3-pyridinyl)-5-(trifluoromethyl)-1,2,4-oxadiazole CC1=CC=C(C=N1)C1=NOC(=N1)C(F)(F)F